1-(3-sulfophenyl)-5-mercaptotetrazole S(=O)(=O)(O)C=1C=C(C=CC1)N1N=NN=C1S